4-(4-amino-3-hydroxyphenyl)-(2S)-methylpiperidine-1-carboxylic acid tert-butyl ester C(C)(C)(C)OC(=O)N1[C@H](CC(CC1)C1=CC(=C(C=C1)N)O)C